C1(CC1)C1=NN(C=N1)C1CC2(CN(C2)C(=O)N2C[C@H]3[C@@H](C2)CC(C3)OC3=C(C=C(C=C3)F)S(=O)(=O)C)C1 |r| [6-(3-cyclopropyl-1,2,4-triazol-1-yl)-2-azaspiro[3.3]heptan-2-yl]-[rac-(3aS,6aR)-5-(4-fluoro-2-methylsulfonyl-phenoxy)-3,3a,4,5,6,6a-hexahydro-1H-cyclopenta[c]pyrrol-2-yl]methanone